C(C)(=O)OCC1C(C(C(CO1)CC(=O)O)CC(=O)O)CC(=O)O.C(C)O[Si](C)(CCCOCC1CO1)OCC Diethoxy(3-glycidoxypropyl)methylsilane 6-(acetoxymethyl)tetrahydro-2H-pyran-3,4,5-triyl-triacetate